2-oxo-3-(4-(trifluoromethoxy)phenyl)propanoic acid O=C(C(=O)O)CC1=CC=C(C=C1)OC(F)(F)F